tert-butyl 2-(2-cyclopropyl-3-methoxyphenyl)acetate C1(CC1)C1=C(C=CC=C1OC)CC(=O)OC(C)(C)C